ClC1=CC=C(S1)C(=O)NC(N(C1=CC=CC=C1)OC1=NC=C(C=C1)C(F)(F)F)=S 5-chloro-N-[(5-trifluoromethyl-pyridine-2-oxy)phenylthiocarbamoyl]thiophene-2-carboxamide